FC1=CC=C(C(=C1[C@H]1N([C@@H](CC2=C1NC1=CC=CC=C21)C)CCC#N)C)OCCNCCCF 3-((1R,3R)-1-(6-fluoro-3-(2-((3-fluoropropyl)amino)ethoxy)-2-methylphenyl)-3-methyl-1,3,4,9-tetrahydro-2H-pyrido[3,4-b]indol-2-yl)propanenitrile